methyl 1-methyl-5-(1-methylcyclopropyl)-1H-pyrazole-4-carboxylate CN1N=CC(=C1C1(CC1)C)C(=O)OC